NCC(=O)NCO[C@@H](CC(=O)NCC1=C2C(=NC=3C=C(C(=CC13)Cl)F)C1=CC3=C(C(N1C2)=O)COC([C@]3(O)CC)=O)C (R)-3-((2-aminoacetylamino)methoxy)-N-(((S)-9-chloro-4-ethyl-8-fluoro-4-hydroxy-3,14-dioxo-3,4,12,14-tetrahydro-1H-pyrano[3',4':6,7]indolizino[1,2-b]quinolin-11-yl)methyl)butanamide